OCCC=C(C(=O)O)C.OCCOC(C(=C)C)=O.CC=1C=CC=C2C(=CN=NC12)NC1=NC(=NC=C1)NC=1C=C(C=CC1)S(=O)(=O)N 3-((4-((8-methylcinnolin-4-yl)amino)pyrimidin-2-yl)amino)benzenesulfonamide hydroxyethyl-methacrylate (2-hydroxyethyl-2-methylpropan-2-enoate)